2-fluoro-5-iodo-3-methylpyridine FC1=NC=C(C=C1C)I